2-(Cyclopropylamino)-4-(6-fluoro-2-(4-fluorophenyl)-2H-pyrazolo[4,3-b]pyridin-7-yl)benzoic Acid C1(CC1)NC1=C(C(=O)O)C=CC(=C1)C=1C=2C(N=CC1F)=CN(N2)C2=CC=C(C=C2)F